C(C1CO1)O[Si](C)(C)C(C)(C)C tert-butyldimethylsilyl glycidyl ether